CC(NC1=CC=C(C=C1)C)(C=1OC(=NN1)C1=CC=CC=C1)C1CCCC1 N-(methylcyclopentyl-(5-phenyl-1,3,4-oxadiazol-2-yl)methyl)-4-methylaniline